ClC1=NC=CC2=C1C=C(S2)NC(OC(C)(C)C)=O tert-Butyl N-(4-chlorothieno[3,2-c]pyridin-2-yl)carbamate